(1s,3s)-3-(2-chloro-3-(9-(5-chloro-2-methoxybenzyl)-6-(1-methylcyclopropoxy)-9H-purin-8-yl)phenoxy)cyclobutane-1-carboxylic acid ClC1=C(OC2CC(C2)C(=O)O)C=CC=C1C=1N(C2=NC=NC(=C2N1)OC1(CC1)C)CC1=C(C=CC(=C1)Cl)OC